CC1(OB(OC1(C)C)C=1C=NC(=NC1)N1C(CCC1)C(=O)N)C (5-(4,4,5,5-tetramethyl-1,3,2-dioxaborolan-2-yl)pyrimidin-2-yl)pyrrolidine-2-carboxamide